benzothiazepin-4-ol 1,1-dioxide S1(N=CC(=CC2=C1C=CC=C2)O)(=O)=O